[4-[[(4-methoxyphenyl)amino]methyl]-1H-1,2,3-triazol-1-yl]thiophene-2-carboxamide COC1=CC=C(C=C1)NCC=1N=NN(C1)C1=C(SC=C1)C(=O)N